3-((2-azidoethyl)(2,2-difluoro-2-(1,4-dioxaspiro[4.5]dec-8-yl)ethyl)amino)-5-(trifluoromethyl)benzofuran-2-carboxylic acid methyl ester COC(=O)C=1OC2=C(C1N(CC(C1CCC3(OCCO3)CC1)(F)F)CCN=[N+]=[N-])C=C(C=C2)C(F)(F)F